ClC1=CC=C(C(=N1)C(=O)OC)N[C@H](C)C=1C=C(C=C2C(N(C(=NC12)C=1C=NC=CC1)C)=O)C methyl (R)-6-chloro-3-((1-(3,6-dimethyl-4-oxo-2-(pyridin-3-yl)-3,4-dihydroquinazolin-8-yl)ethyl)amino)picolinate